C1(=CC=CC=C1)CCCC1=NOC=N1 3-(3-phenylpropyl)-1,2,4-oxadiazole